Tert-butyl-((3R,5R)-1-(2-(1-(cyclopropylmethyl)-1H-pyrrolo[2,3-b]pyridin-2-yl)-3-methylbenzofuran-6-carbonyl)-5-fluoropiperidin-3-yl) carbamate C(N)(O[C@H]1C(N(C[C@@H](C1)F)C(=O)C1=CC2=C(C(=C(O2)C2=CC=3C(=NC=CC3)N2CC2CC2)C)C=C1)C(C)(C)C)=O